2-(2-((2-(2,6-dioxopiperidin-3-yl)-1,3-dioxoisoindolin-5-yl)amino)ethoxy)propanoic acid O=C1NC(CCC1N1C(C2=CC=C(C=C2C1=O)NCCOC(C(=O)O)C)=O)=O